CO[C@@H](CC=O)[C@H](O)[C@H](O)C 3-O-methyldigitoxose